4-amino-N-(4-methylpyrazin-2-yl)benzenesulfonamide NC1=CC=C(C=C1)S(=O)(=O)NC1=NC=CN(C1)C